pentaerythritol tetrakis(2-ethylhexanoate) C(C)C(C(=O)OCC(COC(C(CCCC)CC)=O)(COC(C(CCCC)CC)=O)COC(C(CCCC)CC)=O)CCCC